Cl.CN1N=C2N(CCNC2)C1=O 2-methyl-5,6,7,8-tetrahydro-[1,2,4]triazolo[4,3-a]pyrazin-3-one HCl